4-nitro-1-mercaptomethyl-benzene [N+](=O)([O-])C1=CC=C(C=C1)CS